FC(C=1C=C(C=CC1)C=1C=C2C(=NC1)C=NN2)F 6-[3-(difluoromethyl)phenyl]pyrazolo[4,3-b]pyridin